C(C)(C)(C)OC(=O)N1CC(N(CC1)C=1C(=C(C(=O)O)C=CC1)C)C (4-tert-Butoxycarbonyl-2-methyl-piperazin-1-yl)-2-methyl-benzoic acid